N-[(4S,5S)-7-ethyl-4-[4-fluoro-3-(trifluoromethyl)phenyl]-3-methyl-6-oxo-1-phenyl-1H,4H,5H,6H,7H-pyrazolo[3,4-b]pyridin-5-yl]-3-(trifluoromethyl)benzamide C(C)N1C2=C([C@@H]([C@@H](C1=O)NC(C1=CC(=CC=C1)C(F)(F)F)=O)C1=CC(=C(C=C1)F)C(F)(F)F)C(=NN2C2=CC=CC=C2)C